4-chlorobenzyl (4-(2-oxo-2-((pyrazin-2-ylmethyl)amino)eth-yl)phenyl)carbamate O=C(CC1=CC=C(C=C1)NC(OCC1=CC=C(C=C1)Cl)=O)NCC1=NC=CN=C1